C1(CC1)N1C(=NC2=NC=C(C=C21)C=2C=CN1N=CN=C(C12)OCC(C)(F)F)C 1-cyclopropyl-6-(4-(2,2-difluoropropoxy)pyrrolo[2,1-f][1,2,4]triazin-5-yl)-2-methylimidazo[4,5-b]pyridine